NCC1(CCN(CC1)C(=O)C1(CC1)C(F)(F)F)N1N=CC(=C1)CC=1C=2C3=C(C(N(C3=CC1)N1C(CCCC1=O)=O)=O)C=CC2 [6-[[1-[4-(aminomethyl)-1-[1-(trifluoromethyl)cyclopropanecarbonyl]-4-piperidyl]pyrazol-4-yl]methyl]-2-oxo-benzo[cd]indol-1-yl]piperidine-2,6-dione